4H-cyclopenta[b]thiophen-5-ylcarbamic acid tert-butyl ester C(C)(C)(C)OC(NC=1CC2=C(SC=C2)C1)=O